1,3-dihydroxy-6,7-dimethylxanthone OC1=CC(=CC=2OC3=CC(=C(C=C3C(C12)=O)C)C)O